ClC=1C(=C(NC2=NC=NC3=CC(=C(C=C23)C(C(=O)N)=C)C#C[C@]23CN(C[C@@H]3C2)C(C)C)C=CC1)F [4-(3-chloro-2-fluoro-anilino)-7-[2-[(1s,5r)-3-isopropyl-3-azabicyclo[3.1.0]hexane-1-yl]ethynyl]quinazolin-6-yl]prop-2-enamide